IC1=C(N(C(=C1I)C1=CC=C(C=C1)OC)S(=O)(=O)C1=CC=C(C)C=C1)C1=CC=C(C=C1)OC 3,4-diiodo-2,5-bis(4-methoxyphenyl)-1-p-toluenesulfonyl-1h-pyrrole